(4,6-dichloropyridin-2-yl)-N2-isopropyl-N4-(3-(methylsulfonyl)phenyl)-1,3,5-triazine-2,4-diamine ClC1=CC(=NC(=C1)Cl)C1=NC(=NC(=N1)NC(C)C)NC1=CC(=CC=C1)S(=O)(=O)C